[NH3+]N diazanium